(S)-6-(4-(3-(methyl(pyrrolidin-2-ylmethyl)amino)propanoyl)piperazin-1-yl)nicotinonitrile CN(CCC(=O)N1CCN(CC1)C1=NC=C(C#N)C=C1)C[C@H]1NCCC1